C(CCCCCCCCCC)OCCCCCCCCCCC undecyl oxide